OC1=C(C(=CC(=C1)O)OC)C(C=CC1=CC(=CC=C1)OC)=O 1-(2,4-Dihydroxy-6-methoxyphenyl)-3-(3-methoxyphenyl)prop-2-en-1-one